5-{7-[3-(diethylphosphoryl)propoxy]-1-fluoro-3-hydroxynaphthalen-2-yl}-1λ6,2,5-thiadiazolidine-1,1,3-trione C(C)P(=O)(CC)CCCOC1=CC=C2C=C(C(=C(C2=C1)F)N1CC(NS1(=O)=O)=O)O